5,6,11,12,17,18-hexaazatrinaphthylene C1=CC=CC2=NC=3C4=NC5=CC=CC=C5N=C4C4=NC5=CC=CC=C5N=C4C3N=C12